C1(CCC1)C(C(F)(F)F)(O)C1=CC=2C(=NC(=CC2C2=CC=NN2C)C2=CC=3C(N=C2)=NN(C3)C)S1 1-cyclobutyl-2,2,2-trifluoro-1-(6-(2-methyl-2H-pyrazolo[3,4-b]pyridin-5-yl)-4-(1-methyl-1H-pyrazol-5-yl)thieno[2,3-b]pyridin-2-yl)ethanol